3-benzyl-7-bromo-3H-[1,2,3]Triazolo[4,5-c]Pyridin-4(5H)-one C(C1=CC=CC=C1)N1N=NC2=C1C(NC=C2Br)=O